1-pyrazin-2-yl-2-oxa-bicyclo[2.2.2]octane-4-carboxamide N1=C(C=NC=C1)C12OCC(CC1)(CC2)C(=O)N